CS(=O)(=O)OCC=1N=NC(=C(C1)F)C1C(NC(CC1)=O)=O (6-(2,6-dioxopiperidin-3-yl)-5-fluoropyridazin-3-yl)methyl methanesulfonate